FC(CCSCCC(=O)O)C\C=C/C\C=C/CCCCC 3-{[(5Z,8Z)-3-fluorotetradeca-5,8-dien-1-yl]sulfanyl}propanoic acid